C(C)N(C(=O)NC(C(F)(F)F)CCC(C)=O)[C@H](C)C1=CC(=CC=C1)C=1N=C(C=2N(C1)C=CN2)OC 1-ethyl-1-((R)-1-(3-(8-methoxyimidazo[1,2-a]pyrazin-6-yl)phenyl)ethyl)-3-(1,1,1-trifluoro-5-oxohexan-2-yl)urea